6-Nitro-2,2-dipropyl-2H-benzo[e][1,3]oxazin-4(3H)-one [N+](=O)([O-])C=1C=CC2=C(C(NC(O2)(CCC)CCC)=O)C1